C1(=CC=C(C=C1)CS(=O)(=O)NC1=C(C(=C(C=C1F)OC1=NC=CC=C1C1=NC(=NC=C1)N[C@@H]1CNC[C@H](C1)F)F)F)C 1-p-tolyl-N-(2,3,6-trifluoro-4-((3-(2-(((3S,5S)-5-fluoropiperidin-3-yl)amino)pyrimidin-4-yl)pyridin-2-yl)oxy)phenyl)methanesulfonamide